(1R,2E)-4-(3-(1-((tert-Butoxycarbonyl)amino)ethyl)-5-fluoro-2-hydroxyphenyl)but-2-enoic acid ethyl ester C(C)OC(\C=C\CC1=C(C(=CC(=C1)F)[C@@H](C)NC(=O)OC(C)(C)C)O)=O